1-(1-cyclopropylethyl)-5-(difluoromethyl)-1H-pyrazol-4-amine C1(CC1)C(C)N1N=CC(=C1C(F)F)N